Cl.Cl.ClC=1C(=NC2=CC=C(C=C2C1)C1=CC(=NC=C1)CN)N1CCNCC1 [4-(3-chloro-2-piperazin-1-yl-6-quinolinyl)-2-pyridinyl]methylamine dihydrochloride